1-(isoquinolin-5-yl)-3-{[3-(pyridin-3-yl)-1,2,4-oxadiazol-5-yl]-methyl}urea C1=NC=CC2=C(C=CC=C12)NC(=O)NCC1=NC(=NO1)C=1C=NC=CC1